7-(1H-imidazol-1-yl)heptane-1-thiol N1(C=NC=C1)CCCCCCCS